ClC=1C=CC=C2CC[C@H]([C@H](C12)N(C([O-])=O)C(C)C)O (1S,2R)-8-Chloro-2-hydroxy-1,2,3,4-tetrahydronaphthalin-1-yl-isopropylcarbamat